N1SC=CN(C2=C1C=CC=C2)N benzo[c][1,2,5]thiadiazepine-5-amine